[Na].CC=1C=C(C=CC1/N=N/C1=C(C2=CC=CC(=C2C(=C1S(=O)(=O)O)N)O)S(=O)(=O)O)C1=CC(=C(C=C1)/N=N/C1=C(C2=CC=CC(=C2C(=C1S(=O)(=O)O)N)O)S(=O)(=O)O)C 6'-((1E,1'E)-(3,3'-dimethyl-[1,1'-biphenyl]-4,4'-diyl)bis(diazene-2,1-diyl))bis(4-amino-5-hydroxynaphthalene-1,3-disulfonic acid) sodium